FC=1C=C2C=CNC2=CC1C=O (5-fluoro-1H-indol-6-yl)methanone